OC=1C=C(C=CC1)C1=C(C=C(C=C1)CN1CCN(CC1)C1=CC=C(C(=O)O)C=C1)C 4-[4-[[4-(3-Hydroxyphenyl)-3-methylphenyl]methyl]piperazin-1-yl]benzoic acid